O1COC2=C1C=CC(=C2)N2C(=NNC2=S)C2=CC=CC(=N2)N2CCN(CC2)C(CC)=O 1-(4-(6-(4-(Benzo[d][1,3]dioxol-5-yl)-5-thioxo-4,5-dihydro-1H-1,2,4-triazol-3-yl)pyridin-2-yl)piperazin-1-yl)propan-1-one